6-(2-methoxyethoxy)-2-(1-methyl-1H-imidazol-5-yl)pyrimidine-4-carboxylic acid COCCOC1=CC(=NC(=N1)C1=CN=CN1C)C(=O)O